3-amino-1-methyl-5-(3-methylsulfonylphenyl)pyrazin-2-one NC=1C(N(C=C(N1)C1=CC(=CC=C1)S(=O)(=O)C)C)=O